1-amino-4-bromo-9,10-dioxo-9,10-dihydroanthracene-2-sulfonic acid NC1=C(C=C(C=2C(C3=CC=CC=C3C(C12)=O)=O)Br)S(=O)(=O)O